(2S,3S,4S)-N-(5-chloro-2,4-difluorophenyl)-3,4-dihydroxy-4-methyl-N-(methyl-d3)-1-(6-methyl-4-(trifluoromethyl)pyridin-2-yl)-5-oxopyrrolidine-2-carboxamide ClC=1C(=CC(=C(C1)N(C(=O)[C@H]1N(C([C@@]([C@H]1O)(C)O)=O)C1=NC(=CC(=C1)C(F)(F)F)C)C([2H])([2H])[2H])F)F